4-methyl-6-(4,4,5,5-tetramethyl-1,3,2-dioxaborolan-2-yl)-1,4-benzoxazin-3-one CN1C(COC2=C1C=C(C=C2)B2OC(C(O2)(C)C)(C)C)=O